diisobutyl (cyclopentylmethylene)malonate C1(CCCC1)C=C(C(=O)OCC(C)C)C(=O)OCC(C)C